(S)-3,3'-bis(4-tert-butylphenyl)-[1,1'-binaphthyl] C(C)(C)(C)C1=CC=C(C=C1)C=1C=C(C2=CC=CC=C2C1)C1=CC(=CC2=CC=CC=C12)C1=CC=C(C=C1)C(C)(C)C